The molecule is an organic cation that is the conjugate acid of pikromycin, obtained by protonation of the tertiary amino group; major species at pH 7.3. It is an ammonium ion derivative and an organic cation. It is a conjugate acid of a narbomycin. CC[C@@H]1[C@@H](/C=C/C(=O)[C@@H](C[C@@H]([C@@H]([C@H](C(=O)[C@H](C(=O)O1)C)C)O[C@H]2[C@@H]([C@H](C[C@H](O2)C)[NH+](C)C)O)C)C)C